ClC1=CC=C(C(=N1)C(=O)O)N[C@H](C)C=1C=C(C=C2C(C(=C(OC12)C1=C(C(=CC=C1)F)F)C)=O)C 6-Chloro-3-[[(1R)-1-[2-(2,3-difluorophenyl)-3,6-dimethyl-4-oxo-chromen-8-yl]ethyl]amino]pyridine-2-carboxylic acid